C(C#C)#N propiolonitrile